C(C)(=O)C1=CC(=C(C(=C1)OCC)C(CC)=O)OCC 1-(4-acetyl-2,6-diethoxyphenyl)propan-1-one